5-Fluoro-N-[3-fluoro-4-[(7-methoxy-1,5-naphthyridin-4-yl)oxy]phenyl]-1-(4-fluorophenyl)-4,6-dimethyl-2-oxopyridine-3-carboxamide FC=1C(=C(C(N(C1C)C1=CC=C(C=C1)F)=O)C(=O)NC1=CC(=C(C=C1)OC1=CC=NC2=CC(=CN=C12)OC)F)C